CC1(C(N(C2=CC=C(C=C12)C(=O)NC1(CCS(CC1)(=O)=O)C)C=1C=NC=C(C1)OC(C(F)F)(F)F)=O)C 3,3-dimethyl-N-(4-methyl-1,1-dioxo-thian-4-yl)-2-oxo-1-[5-(1,1,2,2-tetrafluoroethoxy)-3-pyridyl]indoline-5-carboxamide